N-(4,4-dimethyl-pentyl)-2-methoxy-4-methyl-7-(trifluoromethyl)-quinoline-3-carboxylic acid amide CC(CCCNC(=O)C=1C(=NC2=CC(=CC=C2C1C)C(F)(F)F)OC)(C)C